NC1=CC=C2C(=NN(C2=C1)C)N1C[C@@H](CCC1)NC1=NC=C(C(=N1)OC)C#N (R)-2-((1-(6-amino-1-methyl-1H-indazol-3-yl)piperidin-3-yl)amino)-4-methoxypyrimidine-5-carbonitrile